(3S*,3aR*,6S*,7R*,7aR*)-7-benzyl-N-isobutyl-1-isopentyl-4-oxooctahydro-6H-3,6-methanopyrrolo[3,2-c]pyridine-6-carboxamide C(C1=CC=CC=C1)[C@@H]1[C@@H]2[C@@H]3C(N[C@]1(C[C@@H]3CN2CCC(C)C)C(=O)NCC(C)C)=O |o1:7,8,9,12,14|